tris(2-chloro-4,6-di-tert-butylphenyl) phosphite P(OC1=C(C=C(C=C1C(C)(C)C)C(C)(C)C)Cl)(OC1=C(C=C(C=C1C(C)(C)C)C(C)(C)C)Cl)OC1=C(C=C(C=C1C(C)(C)C)C(C)(C)C)Cl